ClC1=C(C=2N=C(N=C(C2C=N1)N1C[C@H]2CC[C@@H](C1)N2C(=O)OC(C)(C)C)OCC21CC(CN1CC2)=C)F tert-butyl (1R,5S)-3-(7-Chloro-8-fluoro-2-((3-methylene-1-azabicyclo[3.2.0]heptan-5-yl)methoxy)pyrido[4,3-d]pyrimidine-4-yl)-3,8-diazabicyclo[3.2.1]octane-8-carboxylate